N,N-dimethylbromoacetamide CN(C(CBr)=O)C